Sodium (7-ethyl-2-methylundecyl-4-yl) sulfate S1(=O)(=O)OCC(CC(CCC(CCCC)CC)O1)C.[Na]